1-[2-(4-chlorophenyl)ethyl]-N-[(3,5-dimethoxyphenyl)methyl]-5-oxopyrrolidine-3-carboxamid ClC1=CC=C(C=C1)CCN1CC(CC1=O)C(=O)NCC1=CC(=CC(=C1)OC)OC